CCCCCCCCC(CCCCCCCC)OC(CCCCCCCN(CCCCCCCC(=O)OCCC(CCCC)CCCC)CCCNS(=O)(=O)CC1=NOC=C1)=O 3-butylheptyl 8-((8-(heptadecan-9-yloxy)-8-oxooctyl)(3-((isoxazol-3-ylmethyl)sulfonamido)propyl)amino)octanoate